BrC1=C(OC2=C1N=C(N=C2NCC=2SC=CC2)Cl)C[C@H]([C@H](C)F)NC(OC(C)(C)C)=O tert-butyl N-[(2R,3S)-1-{7-bromo-2-chloro-4-[(thiophen-2-ylmethyl)amino]furo[3,2-d]pyrimidin-6-yl}-3-fluorobutan-2-yl]carbamate